tert-Butyl (5R,9S)-3-(3,5-difluorophenyl)-2-methyl-4,5,6,7,8,9-hexahydro-2H-5,9-epiminocycloocta[c]pyrazole-10-carboxylate FC=1C=C(C=C(C1)F)C1=C2C(=NN1C)[C@@H]1CCC[C@H](C2)N1C(=O)OC(C)(C)C